C1(CCCC1)C(=C)C1=C(C(=O)O)C=CC=C1 2-(1-cyclopentylvinyl)benzoic acid